10-fluoro-2-[3-(hydroxymethyl)-4-[1-methyl-5-[(5-methyl-6,7-dihydro-4H-thiazolo[5,4-c]pyridin-2-yl)amino]-6-oxo-3-pyridyl]-2-pyridyl]-3,4,6,7,8,9-hexahydropyrazino[1,2-a]indol-1-one FC1=C2N(C=3CCCCC13)CCN(C2=O)C2=NC=CC(=C2CO)C2=CN(C(C(=C2)NC=2SC=1CN(CCC1N2)C)=O)C